O=C1NC(CCC1C1=NN(C2=CC(=CC=C12)OCC(=O)NC1=CC=C(C=C1)OC(F)(F)F)C)=O 2-((3-(2,6-Dioxopiperidin-3-yl)-1-methyl-1H-indazol-6-yl)oxy)-N-(4-(trifluoro-methoxy)phenyl)acetamide